C[C@@H]1N(C2=CC=CC=C2[C@@H](C1)NC1=CC=C(C=C1)NC(CNC(=O)NC1=CC=C(C=C1)CCCN1CCN(C(CC1)=O)C)=O)C(CC)=O N-(4-(((2S,4R)-2-methyl-1-propionyl-1,2,3,4-tetrahydroquinolin-4-yl)amino)phenyl)-2-(3-(4-(3-(4-methyl-5-oxo-1,4-diazepan-1-yl)propyl)phenyl)ureido)acetamide